C(C)N1CCN(CC1)C(=O)N1CCN(CC1)CC (4-ethylpiperazin-1-yl)ketone